9-chloro-7-(5-fluoroindol-1-yl)-4-[(5-methoxy-1,2,4-thiadiazol-3-yl)methyl]-3,5-dihydro-2H-1,4-benzoxazepine ClC1=CC(=CC=2CN(CCOC21)CC2=NSC(=N2)OC)N2C=CC1=CC(=CC=C21)F